(6,7-dichloro-1,3,4,5-tetrahydro-2H-pyrido[4,3-b]indol-2-yl)(5-((2-(dimethylamino)ethyl)(methyl)amino)pyrimidin-2-yl)methanone ClC1=C(C=CC=2C3=C(NC12)CCN(C3)C(=O)C3=NC=C(C=N3)N(C)CCN(C)C)Cl